C1(=CC=CC=C1)/C=C/CC(=O)ONC(OCC(Cl)(Cl)Cl)=O 2,2,2-trichloroethyl (E)-((4-phenylbut-3-enoyl)oxy)carbamate